C(C1=CC=CC=C1)N1B(NC2=C3C1=CC=CC3=CC=C2)C=2C(=C3CC(CC3=C(C2CCOS(=O)(=O)C2=CC=C(C)C=C2)C)(C(=O)OC)C(=O)OC)C (R)-dimethyl 5-(1-benzyl-1H-naphtho[1,8-de][1,3,2]diazaborinin-2(3H)-yl)-4,7-dimethyl-6-(2-(tosyloxy)ethyl)-1,3-dihydro-2H-indene-2,2-dicarboxylate